2-phenyl-1,2-benzisothiazolin-3-one C1(=CC=CC=C1)N1SC2=C(C1=O)C=CC=C2